FC(C(=O)O)(F)F.NCC(CN1N=NN(C1=O)C=1SC=C(C1)C=1C=NN(C1)CC)=C(F)F 1-[2-(aminomethyl)-3,3-difluoro-allyl]-4-[4-(1-ethylpyrazol-4-yl)-2-thienyl]tetrazol-5-one trifluoroacetate